2,4-Diethyl-9H-thioxanthon C(C)C1=CC=2C(C3=CC=CC=C3SC2C(=C1)CC)=O